2,2'-bis(carboxymethoxy)-6,6'-diphenyl-1,1'-binaphthyl C(=O)(O)COC1=C(C2=CC=C(C=C2C=C1)C1=CC=CC=C1)C1=C(C=CC2=CC(=CC=C12)C1=CC=CC=C1)OCC(=O)O